4-(5-(3-phenyl-1H-pyrazol-1-yl)-2-(tetrahydrofuran-2-yl)pyrazolo[1,5-a]pyrimidin-7-yl)morpholine C1(=CC=CC=C1)C1=NN(C=C1)C1=NC=2N(C(=C1)N1CCOCC1)N=C(C2)C2OCCC2